(1S,3aS,6aR)-N-((R)-4-hydroxy-3-oxo-1-((S)-2-oxopyrrolidin-3-yl)butan-2-yl)-2-(1H-indole-2-carbonyl)octahydrocyclopenta[c]pyrrole-1-carboxamide OCC([C@@H](C[C@H]1C(NCC1)=O)NC(=O)[C@H]1N(C[C@@H]2[C@H]1CCC2)C(=O)C=2NC1=CC=CC=C1C2)=O